COC=1C=C2C(NN=C(C2=CC1OC)N1CCC(CC1)CNC(OC(C)(C)C)=O)=O tert-butyl ((1-(6,7-dimethoxy-4-oxo-3,4-dihydrophthalazin-1-yl)piperidin-4-yl)methyl)carbamate